FC1=CC=C(C=C1)C1=CC(=C(C(=N1)N1C(C=CC=C1)=O)C#N)O 6'-(4-fluorophenyl)-4'-hydroxy-2-oxo-2H-[1,2'-bipyridine]-3'-carbonitrile